2-(2-pyridinyldithio)ETHANEAMINE HYDROCHLORIDE C1=CC=NC(=C1)SSCCN.Cl